1,3,5-tris(4-isocyanatobutyl)-1,3,5-triazine-2,4,6-trione N(=C=O)CCCCN1C(N(C(N(C1=O)CCCCN=C=O)=O)CCCCN=C=O)=O